tert-butyl (S)-3-(3-amino-5-(3-iodophenyl)thiophene-2-carboxamido)piperidine-1-carboxylate NC1=C(SC(=C1)C1=CC(=CC=C1)I)C(=O)N[C@@H]1CN(CCC1)C(=O)OC(C)(C)C